N-(6-cyclopropyl-4-{4-fluoro-2-[(3-fluoro-1-azetidinyl)carbonyl]phenyl}-2-pyridyl)-5-{[(S)-3-methyl-1-piperidyl]methyl}-1-cyclopropyl-2-oxo-1,2-dihydronicotinamide C1(CC1)C1=CC(=CC(=N1)NC(C=1C(N(C=C(C1)CN1C[C@H](CCC1)C)C1CC1)=O)=O)C1=C(C=C(C=C1)F)C(=O)N1CC(C1)F